3-fluoro-2-[4-[[(1R,3S)-3-hydroxycyclohexyl]amino]pyrido[3,4-d]pyridazin-1-yl]phenol FC=1C(=C(C=CC1)O)C1=C2C(=C(N=N1)N[C@H]1C[C@H](CCC1)O)C=NC=C2